3-(5-methylthiazol-2-yl)propanoic acid CC1=CN=C(S1)CCC(=O)O